5-[(2,4-dimethylphenyl)carbamoyl]-4-methyl-thiophene-3-carboxylate CC1=C(C=CC(=C1)C)NC(=O)C1=C(C(=CS1)C(=O)[O-])C